O[C@H]1C[C@@H](CC1)C=1C=NN(C1)C1=NC(=NC=C1C(F)(F)F)NC1=CC=C(C=C1)S(=O)(=O)NC 4-((4-(4-((1R,3R)-3-hydroxycyclopentyl)-1H-pyrazol-1-yl)-5-(trifluoromethyl)pyrimidin-2-yl)amino)-N-methylbenzenesulfonamide